2-[bis[(4-methoxyphenyl)methyl]amino]-4,6-dimethoxy-pyrimidin-5-ol COC1=CC=C(C=C1)CN(C1=NC(=C(C(=N1)OC)O)OC)CC1=CC=C(C=C1)OC